heptafluoro-3-(difluoromethyl)sulfolane FC1(C(C(C(S1(=O)=O)(F)F)(C(F)F)F)(F)F)F